N-(4-(6-aminopyridin-3-yl)pyrimidin-2-yl)-N-(1-methyl-1H-pyrazol-4-yl)tetrahydro-2H-pyran-4-sulfonamide NC1=CC=C(C=N1)C1=NC(=NC=C1)N(S(=O)(=O)C1CCOCC1)C=1C=NN(C1)C